acrylic acid anthrylamide C1(=CC=CC2=CC3=CC=CC=C3C=C12)NC(C=C)=O